C1(CC1)COC1=NC=CC=C1C1=CNC2=NC(=CC=C21)NC(=O)C2C(C2)F N-(3-(2-(cyclopropylmethoxy)pyridin-3-yl)-1H-pyrrolo[2,3-b]pyridin-6-yl)-2-fluorocyclopropane-1-carboxamide